FC1=C(C(=C(C(=C1SN=C=O)F)F)F)F pentafluorophenyl-thio isocyanate